C(CCCCCCCCCCC)(=O)O.C(CCCCCCCCCCC)(=O)O lauric acid (n-dodecanoate)